C(C1=CC=CC=C1)SC1=CC=C(C=C1)NC[C@H]([C@H](CC1=CC=CC=C1)NC(C1=CC=C(C=C1)F)=O)O N-((2S,3R)-4-(4-(benzylthio)phenylamino)-3-hydroxy-1-phenylbutan-2-yl)4-fluorobenzamide